methyl {(6S)-4-[4'-({[4-(chlorosulfonyl)phenyl]methyl}carbamoyl) [1,1'-biphenyl]-4-yl]-2,3,9-trimethyl-6H-thieno[3,2-f][1,2,4]triazolo[4,3-a][1,4]diazepin-6-yl}acetate ClS(=O)(=O)C1=CC=C(C=C1)CNC(=O)C1=CC=C(C=C1)C1=CC=C(C=C1)C1=N[C@H](C=2N(C3=C1C(=C(S3)C)C)C(=NN2)C)CC(=O)OC